(R)-6-chloro-3-((1-(4-chlorobenzoyl)-4-hydroxypiperidin-4-yl)methyl)-7-(4-(morpholin-3-yl)phenyl)-3,7-dihydro-4H-pyrrolo[2,3-d]pyrimidin-4-one ClC1=CC2=C(N=CN(C2=O)CC2(CCN(CC2)C(C2=CC=C(C=C2)Cl)=O)O)N1C1=CC=C(C=C1)[C@H]1NCCOC1